O1C(=CC=2COCCC21)C=2C(=CC(=NC2)NC(C)=O)NC2=NC(=CC(=C2)C)S(=O)(=O)C N-(5-(6,7-dihydro-4H-furo[3,2-c]pyran-2-yl)-4-((4-methyl-6-(methylsulfonyl)pyridin-2-yl)amino)pyridin-2-yl)acetamide